FC=1C=C(C=C(C1)F)[C@H]1N(OCC1)C(=O)[C@H]1[C@H](CN(CC1)C=1OC(=NN1)C)F ((S)-3-(3,5-difluorophenyl)isoxazolidin-2-yl)((3R,4S)-3-fluoro-1-(5-methyl-1,3,4-oxadiazol-2-yl)piperidin-4-yl)methanone